C1(=CC=CC=C1)S(=O)(=O)N1CC(C1)N1N=CC(=C1)B1OC(C(O1)(C)C)(C)C 1-(1-(phenylsulfonyl)azetidin-3-yl)-4-(4,4,5,5-tetramethyl-1,3,2-dioxaborolan-2-yl)-1H-pyrazole